N,N'-di-(2-naphthyl)-p-phenylenediamine C1=C(C=CC2=CC=CC=C12)NC1=CC=C(C=C1)NC1=CC2=CC=CC=C2C=C1